5-methyl-1-(1-methyl-1H-pyrazol-4-yl)-1H-indazole CC=1C=C2C=NN(C2=CC1)C=1C=NN(C1)C